7-[[5-(1,4-diazepan-1-yl)-2-pyridyl]amino]-4-(1-methylpyrrolo[2,3-b]pyridin-4-yl)isoindolin-1-one N1(CCNCCC1)C=1C=CC(=NC1)NC=1C=CC(=C2CNC(C12)=O)C1=C2C(=NC=C1)N(C=C2)C